Cl.NC1CCC(CC1)CN1C(\C(\C2=CC(=C(C=C12)C(=O)NCCO)F)=C/C=1NC(=CC1C)C)=O (Z)-1-(((1r,4r)-4-aminocyclohexyl)methyl)-3-((3,5-dimethyl-1H-pyrrol-2-yl)methylene)-5-fluoro-N-(2-hydroxyethyl)-2-oxoindoline-6-carboxamide hydrochloride